(S)-2-((2-((1-methoxy-3,3-dimethyl-1,3-dihydrobenzo[c][1,2]oxaborol-5-yl)amino)-5-(3-(quinuclidin-4-yl)-1,2,4-oxadiazol-5-yl)pyridin-4-yl)amino)-2-phenylethan-1-ol COB1OC(C2=C1C=CC(=C2)NC2=NC=C(C(=C2)N[C@H](CO)C2=CC=CC=C2)C2=NC(=NO2)C21CCN(CC2)CC1)(C)C